2-ethoxy-2-((R or S)-3-(2-(5-fluoro-thiophen-2-yl)ethyl)-1-(2-(6-methylpyridin-3-yl)propan-2-yl)pyrrolidin-3-yl)acetonitrile C(C)OC(C#N)[C@]1(CN(CC1)C(C)(C)C=1C=NC(=CC1)C)CCC=1SC(=CC1)F |o1:6|